BrC1=NC=CC=C1OCOCC[Si](C)(C)C 2-bromo-3-((2-(trimethylsilyl)ethoxy)methoxy)pyridine